C1(=CC=CC=C1)C1=NSC(=N1)C1=NC=CC=C1 3-phenyl-5-(pyridin-2-yl)-1,2,4-thiadiazole